CC(C(=O)OCC)CC ETHYL METHYLBUTYRATE